amino-4b-hydroxy-7-isopropyl-4-nitro-4b,9b-dihydro-10H-indeno[1,2-b]benzofuran-10-one NC1=C2C(C3C(OC4=C3C=CC(=C4)C(C)C)(C2=C(C=C1)[N+](=O)[O-])O)=O